Benzyl 5-[1-(2,6-dioxopiperidin-3-yl)-3-methyl-2-oxo-1,3-benzodiazol-5-yl]pent-4-enoate O=C1NC(CCC1N1C(N(C2=C1C=CC(=C2)C=CCCC(=O)OCC2=CC=CC=C2)C)=O)=O